[Si](C)(C)(C(C)(C)C)O[C@@H]1C[C@H](N(C1)C(=O)OCC1=CC=CC=C1)C=1NC=CN1 benzyl (2S,4R)-4-[tert-butyl(dimethyl)silyl]oxy-2-(1H-imidazol-2-yl)pyrrolidine-1-carboxylate